FC=1C(=NC=CC1CC=1C=NC=C(C1C)OC1CCC(CC1)C)NS(=O)(=O)[SH+]C 3-fluoro-4-[[4-methyl-5-(4-methylcyclohexyloxy)-3-pyridinyl]methyl]-N-(methylsulfaniosulfonyl)pyridin-2-amine